2-bromo-N,N-dimethyl-5-(trifluoromethyl)benzenesulfonamide BrC1=C(C=C(C=C1)C(F)(F)F)S(=O)(=O)N(C)C